R-2-hydroxyglutaryl-CoA O[C@@H](C(=O)SCCNC(CCNC([C@@H](C(COP(OP(OC[C@@H]1[C@H]([C@H]([C@@H](O1)N1C=NC=2C(N)=NC=NC12)O)OP(=O)(O)O)(=O)O)(=O)O)(C)C)O)=O)=O)CCC(=O)O